5-(5,6,7,8-tetrahydro-1,8-naphthyridin-2-yl)pentanamide tert-Butyl-(S)-((5-bromo-3-methoxypyrazin-2-yl)methyl)((5-oxopyrrolidin-2-yl)methyl)carbamate C(C)(C)(C)OC(N(C[C@H]1NC(CC1)=O)CC1=NC=C(N=C1OC)Br)=O.N1=C(C=CC=2CCCNC12)CCCCC(=O)N